3-(benzyloxy)-6-(5-(3-((tert-butoxycarbonyl)amino)piperidin-1-yl)pent-1-yn-1-yl)picolinic acid methyl ester COC(C1=NC(=CC=C1OCC1=CC=CC=C1)C#CCCCN1CC(CCC1)NC(=O)OC(C)(C)C)=O